N-(4-((4-(2-(2,6-dioxopiperidin-3-yl)-1,3-dioxoisoindolin-5-yl)-4-hydroxypiperidin-1-yl)methyl)phenyl)acetamide O=C1NC(CCC1N1C(C2=CC=C(C=C2C1=O)C1(CCN(CC1)CC1=CC=C(C=C1)NC(C)=O)O)=O)=O